[Sn+2].C(C)(=O)CC(C)=O acetylacetone tin (II)